N-(3-fluoro-4-([2-(5-{[(2-methoxyethyl)amino]methyl}pyridin-2-yl)thieno[3,2-b]pyridine-7-yl]oxy)phenyl)-1-(4-fluorophenyl)-5,6-dimethyl-2-oxo-1,2-dihydropyridine-3-carboxamide FC=1C=C(C=CC1OC1=C2C(=NC=C1)C=C(S2)C2=NC=C(C=C2)CNCCOC)NC(=O)C=2C(N(C(=C(C2)C)C)C2=CC=C(C=C2)F)=O